ClC1=CC=C2C(CCOC2=C1)(O)CS(=O)(=O)NC(OC(C)(C)C)=O tert-butyl (((7-chloro-4-hydroxychroman-4-yl)methyl)sulfonyl)carbamate